O=C(O)/C=C/C1C=CC2=C(C=1)OCO2 3,4-(methylenedioxy)cinnamic acid